O=C1NC(CCC1N1C(C2=CC=C(C=C2C1)CNC(C(C1=CC(=C(C=C1)OC(F)(F)F)C)(F)F)=O)=O)=O N-((2-(2,6-dioxopiperidin-3-yl)-1-oxoisoindolin-5-yl)methyl)-2,2-difluoro-2-(3-methyl-4-(trifluoromethoxy)phenyl)acetamide